ClC=1C=CC(=NC1)[C@@]1(OC2=C(O1)C=CC=C2C2CCN(CC2)CC2=NC1=C(N2CC)C=C(C=C1OC(C)C)C(=O)O)C (S)-2-((4-(2-(5-Chloropyridin-2-yl)-2-methylbenzo[d][1,3]dioxol-4-yl)piperidin-1-yl)methyl)-1-ethyl-4-isopropoxy-1H-benzo[d]imidazole-6-carboxylic acid